4-(2,3-dihydrobenzo[b][1,4]dioxin-6-yl)-5-fluoro-N-(5-(piperazin-1-ylmethyl)pyridin-2-yl)pyrimidin-2-amine hydrochloride Cl.O1C2=C(OCC1)C=C(C=C2)C2=NC(=NC=C2F)NC2=NC=C(C=C2)CN2CCNCC2